ClC=1C=C2C(=NC1OC)C(=C(N2C)C2=NNC(=N2)C(=O)N(C)C)C=2C=NNC2 3-(6-chloro-5-methoxy-1-methyl-3-(1H-pyrazol-4-yl)-1H-pyrrolo[3,2-b]pyridin-2-yl)-N,N-dimethyl-1H-1,2,4-triazole-5-carboxamide